FC=1C(=C(C=C(C1)C(=O)N1C[C@@H](SCC1)C1=CC=C(C=C1)N1CCCC1)C=O)O (S)-3-fluoro-2-hydroxy-5-(2-(4-(pyrrolidin-1-yl)phenyl)thiomorpholine-4-carbonyl)benzeneFormaldehyde